IC1=C(N(C(=C1I)C1=CC=C(C=C1)CC)S(=O)(=O)C1=CC=C(C)C=C1)C1=CC=C(C=C1)CC 3,4-diiodo-2,5-bis(4-ethylphenyl)-1-p-toluenesulfonyl-1h-pyrrole